The molecule is an organic heterotricyclic compound that is 2,3-dihydro-9H-[1,4]dioxino[2,3-h]chromen-9-one substituted by 4-hydroxy-3-methoxy phenyl group at position 3, a hydroxymethyl group at position 2 and a methoxy group at position 5 (the 2R,3R stereoisomer). It exhibits anti-inflammatory activity. It has a role as a metabolite and an anti-inflammatory agent. It is a delta-lactone, an aromatic ether, an organic heterotricyclic compound, a member of phenols and a primary alcohol. COC1=C(C=CC(=C1)[C@@H]2[C@H](OC3=C4C(=CC(=C3O2)OC)C=CC(=O)O4)CO)O